1-oxyl-2,2,6,6-tetramethylpiperidin-4-yl decanoate C(CCCCCCCCC)(=O)OC1CC(N(C(C1)(C)C)O)(C)C